ClC1=C(CN2CC(C2)C(=O)O)C=CC(=C1)C1=NC(=NO1)C1=CC=C(C=C1)CC(C)C 1-(2-chloro-4-(3-(4-isobutylphenyl)-1,2,4-oxadiazol-5-yl)benzyl)azetidine-3-carboxylic acid